C(C)(C)(C)N(C(O)=O)[C@@H]1CC[C@H](CC1)N1CCN(CC1)C1=C(C=C(C=C1)NC1C(NC(CC1)=O)=O)F.C(=C)C1=C(C=CC=C1)P(CCCCP(C1=C(C=CC=C1)C=C)C1=CC=CC=C1)C1=CC=CC=C1 1,4-bis(vinyldiphenylphosphino)butane trans-tert-butyl-((1r,4r)-4-(4-(4-((2,6-dioxopiperidin-3-yl)amino)-2-fluorophenyl)piperazin-1-yl)cyclohexyl)carbamate